FC([C@@H]1CCNC1)(F)F |r| trans-(±)-[4-(trifluoromethyl)pyrrolidine]